triphenylsulfonium 3-(trihydroxysilyl)propanesulfonate O[Si](CCCS(=O)(=O)[O-])(O)O.C1(=CC=CC=C1)[S+](C1=CC=CC=C1)C1=CC=CC=C1